COCCOC1=CC=C(C=N1)C(C(=O)N)=C (6-(2-methoxyethoxy)pyridin-3-yl)acrylamide